2,4,6-trimethyl-m-phenylendiamine CC1=C(C(=CC(=C1N)C)C)N